C(C)(C)(C)OC[C@@H](C(=O)NC(C)(C)C)N(C=1C2=C(N=C(N1)C1=NC=CC=C1)CCC2)C (2S)-3-(tert-butoxy)-N-tert-butyl-2-{methyl[2-(pyridin-2-yl)-5H,6H,7H-cyclopenta[d]pyrimidin-4-yl]amino}propanamide